(7S)-4-fluoro-7-methyl-8,14-dioxa-10,19,20-triazatetracyclo[13.5.2.12,6.018,21]tricosa-1(20),2,4,6(23),15,17,21-heptaen-9-one FC=1C=C2C3=NNC4=CC=C(OCCCNC(O[C@H](C(C1)=C2)C)=O)C=C34